CS(=O)(=O)O[C@H]1O[C@H]([C@@H]([C@H]1O[Si](C)(C)C(C)(C)C)O[Si](C)(C)C(C)(C)C)N1C2=NC=NC(=C2N=C1)C(C1=CC=CC=C1)=O ((2R,3R,4R,5R)-5-(6-benzoyl-9H-purin-9-yl)-3,4-di((tert-butyldimethylsilyl) oxy) tetrahydrofuran-2-yl) methylsulfonate